tert-butyl 4-[1-(3,5-difluorophenyl)-5-methyl-pyrazol-3-yl]piperazine-1-carboxylate FC=1C=C(C=C(C1)F)N1N=C(C=C1C)N1CCN(CC1)C(=O)OC(C)(C)C